4-(4-(4-(3-hydroxy-prop-1-yn-1-yl)phenyl)-3,6-dihydropyridin-1(2H)-yl)-2-methyl-2-(methanesulfonyl)-N-((tetrahydro-2H-pyran-2-yl)oxy)butanamide OCC#CC1=CC=C(C=C1)C=1CCN(CC1)CCC(C(=O)NOC1OCCCC1)(S(=O)(=O)C)C